C(N)(O[C@@H]1[C@H](N(C([C@@H]1C)=O)C=1C=C2C=NN(C2=CC1)C1=CC=C(C=C1)F)C1=CC=C(C=C1)OC)=O |r| (rac-(2r,3s,4r)-1-(1-(4-fluorophenyl)-1H-indazol-5-yl)-2-(4-methoxyphenyl)-4-methyl-5-oxopyrrolidin-3-yl) carbamate